3-(2-(4-(2-chloro-4-fluorophenyl)piperazin-1-yl)ethoxy)benzonitrile ClC1=C(C=CC(=C1)F)N1CCN(CC1)CCOC=1C=C(C#N)C=CC1